(3-{2-[(2R)-1-(but-2-ynoyl)pyrrolidin-2-yl]ethynyl}pyridin-4-yl)-3-[(3-chloro-2-methoxyphenyl)amino]-1H,5H,6H,7H-pyrrolo[3,2-c]pyridin-4-one C(C#CC)(=O)N1[C@H](CCC1)C#CC=1C=NC=CC1N1C=C(C=2C(NCCC21)=O)NC2=C(C(=CC=C2)Cl)OC